4-amino-N-propyl-8-(3,6-dimethoxypyridazin-4-yl)-7-fluoroisoquinoline-3-carboxamide NC1=C(N=CC2=C(C(=CC=C12)F)C1=C(N=NC(=C1)OC)OC)C(=O)NCCC